3-(6-(tert-butoxy)pyridin-3-yl)-6-(3-fluoro-4-isopropoxyphenyl)-7-methylimidazo[1,2-a]pyridine C(C)(C)(C)OC1=CC=C(C=N1)C1=CN=C2N1C=C(C(=C2)C)C2=CC(=C(C=C2)OC(C)C)F